2-chloro-5-(hydroxymethyl)-6-iodopyridin-3-ol ClC1=NC(=C(C=C1O)CO)I